N-(5-(1,4-diazepan-1-yl)pyridin-2-yl)-3-(((7-(2-aminopyrimidin-4-yl)-2,3-dihydrofuro[3,2-c]pyridin-4-yl)amino)methyl)benzamide N1(CCNCCC1)C=1C=CC(=NC1)NC(C1=CC(=CC=C1)CNC1=NC=C(C2=C1CCO2)C2=NC(=NC=C2)N)=O